hexyl (2-hydroxyethyl) cyclohexane-1,4-dicarboxylate C1(CCC(CC1)C(=O)OCCO)C(=O)OCCCCCC